NC=1N=CC(=NC1OC)C1=CC=C(C(=N1)OC)NC(=O)C=1C(=NOC1C)C1=CC=CC=C1 N-[6-(5-amino-6-methoxy-pyrazin-2-yl)-2-methoxy-3-pyridyl]-5-methyl-3-phenyl-isoxazole-4-carboxamide